The molecule is a carboxyalkyl phosphate that is octadecanoic acid carrying phosphonooxy and hydroxy substituents at positions 9 and 10 respectively. It is a carboxyalkyl phosphate and a hydroxy monocarboxylic acid. It derives from an octadecanoic acid. It is a conjugate acid of a (9S,10R)-10-hydroxy-9-(phosphonatooxy)octadecanoate. CCCCCCCC[C@H]([C@H](CCCCCCCC(=O)O)OP(=O)(O)O)O